C1(=CC=C(C=C1)C1=CC(=CC=2C3=C(SC21)C(=CC=C3)B3OC(C(O3)(C)C)(C)C)C3=CC=C(C=C3)C3=CC=CC=C3)C3=CC=CC=C3 2-(6,8-di([1,1'-biphenyl]-4-yl)dibenzo[b,d]thiophen-4-yl)-4,4,5,5-tetramethyl-1,3,2-dioxaborolane